N-[(2-fluoro-6-methoxyphenyl)methyl]-6-methyl-4-[(1-methylcyclopropyl)amino]furo[2,3-d]pyrimidine-5-carboxamide FC1=C(C(=CC=C1)OC)CNC(=O)C1=C(OC=2N=CN=C(C21)NC2(CC2)C)C